BrC=1C(=C(C(=O)NC=2C=C3C(=NNC3=CC2)C=2C=NOC2)C(=CC1)C)F 3-bromo-2-fluoro-N-(3-(isoxazol-4-yl)-1H-indazol-5-yl)-6-methylbenzamide